(3aR,7aR)-1-(6-(2-hydroxy-4-(trifluoromethyl)phenyl)-5-methyl-1,2,4-triazin-3-yl)octahydro-5H-pyrrolo[2,3-c]pyridin-5-one OC1=C(C=CC(=C1)C(F)(F)F)C1=C(N=C(N=N1)N1CC[C@H]2[C@@H]1CNC(C2)=O)C